N1N=CC(=C1)C=1C=CC(=C(C1)O)C=1N=C2N(C=CC(=N2)C=2CCN(CC2)CC(F)(F)F)C1 5-(1H-pyrazol-4-yl)-2-(7-(1-(2,2,2-trifluoroethyl)-1,2,3,6-tetrahydropyridin-4-yl)imidazo[1,2-a]pyrimidin-2-yl)phenol